1-(4-bromothiazol-2-yl)-3-[(4S)-8-chlorochroman-4-yl]urea BrC=1N=C(SC1)NC(=O)N[C@H]1CCOC2=C(C=CC=C12)Cl